7-fluoro-1-[(cis)-3-hydroxy-3-methylcyclobutyl]-1H-indazol-5-ol FC=1C=C(C=C2C=NN(C12)C1CC(C1)(C)O)O